CC1=NC=2C=CC(=CC2C2=C1C(N(C2=O)C2=CC=CC=C2)=O)S(=O)(=O)N2CCCC2 4-methyl-2-phenyl-8-(pyrrolidine-1-sulfonyl)-1H,2H,3H-pyrrolo[3,4-c]quinoline-1,3-dione